2-chloro-N-(3-((4-((1-cycloheptyl-3,3-difluoropiperidin-4-yl)amino)-6,7-dimethoxyquinazolin-2-yl)amino)propyl)acetamide ClCC(=O)NCCCNC1=NC2=CC(=C(C=C2C(=N1)NC1C(CN(CC1)C1CCCCCC1)(F)F)OC)OC